tert-butyl (3-{[(3,5-difluoro-4-{[3-(trifluoromethyl)-1-{[2-(trimethylsilyl)ethoxy]methyl}-1H-pyrrolo[2,3-b]pyridin-4-yl]oxy}phenyl)carbamothioyl]amino}-2,2-dimethylpropyl)carbamate FC=1C=C(C=C(C1OC1=C2C(=NC=C1)N(C=C2C(F)(F)F)COCC[Si](C)(C)C)F)NC(=S)NCC(CNC(OC(C)(C)C)=O)(C)C